C(C)(C)(C)OC(=O)NC([O-])=O tertbutoxycarbonylcarbamate